BrC=1C=C2C(=NC(N3C2=C(C1C1=C(C=C(C=C1)F)F)SCC3)=O)N3[C@H](CN(CC3)C(=O)OC(C)(C)C)C tert-butyl (3s)-4-(9-bromo-10-(2,4-difluorophenyl)-5-oxo-2,3-dihydro-5H-[1,4]thiazino[2,3,4-ij]quinazolin-7-yl)-3-methylpiperazine-1-carboxylate